p-diacetoxybenzene CC(=O)OC1=CC=C(C=C1)OC(=O)C